4-pentoxy-N,N-diethylbutanamide C(CCCC)OCCCC(=O)N(CC)CC